tert-butyl 3-(1-(2,6-dioxopiperidin-3-yl)-3-methyl-2-oxo-2,3-dihydro-1H-benzo[d]imidazol-5-yl)propanoate O=C1NC(CCC1N1C(N(C2=C1C=CC(=C2)CCC(=O)OC(C)(C)C)C)=O)=O